5-carbamoyl-2-[(6-chloro-3-morpholinesulfonyl-4-quinolinyl)amino]benzoic acid C(N)(=O)C=1C=CC(=C(C(=O)O)C1)NC1=C(C=NC2=CC=C(C=C12)Cl)S(=O)(=O)N1CCOCC1